NC1=C(C=C(C=C1)N)C(C)O 2,5-diaminophenyl-ethanol